methyl 4-(N,N-bis(4-methoxybenzyl) sulfamoyl)-6-cyano-2-naphthoate COC1=CC=C(CN(S(=O)(=O)C2=CC(=CC3=CC=C(C=C23)C#N)C(=O)OC)CC2=CC=C(C=C2)OC)C=C1